N-(3-bromo-1-(oxetan-3-yl)-1H-pyrrolo[2,3-c]pyridin-5-yl)acetamide BrC1=CN(C2=CN=C(C=C21)NC(C)=O)C2COC2